C1(=CC=CC2=CC=CC=C12)CC(=O)[O-].[Ce+3].C1(=CC=CC2=CC=CC=C12)CC(=O)[O-].C1(=CC=CC2=CC=CC=C12)CC(=O)[O-] cerium α-naphthylacetate